(S)-2-(4-chlorophenyl)-2-hydroxyacetamide ClC1=CC=C(C=C1)[C@@H](C(=O)N)O